(2-(3,4-difluorophenoxy)ethoxy)-3-(furan-3-yl)-2-(pyridin-3-yl)-1H-inden-1-one FC=1C=C(OCCOC2=C3C(=C(C(C3=CC=C2)=O)C=2C=NC=CC2)C2=COC=C2)C=CC1F